2-[(E)-3-(3,4-dihydroxyphenyl)prop-2-enoyl]oxybutanedioic acid OC=1C=C(C=CC1O)/C=C/C(=O)OC(C(=O)O)CC(=O)O